COC1=CC=C(OCCOC2=CC=C3C(=C(C(C3=C2)=O)C2=CC=C(C=C2)C(F)(F)F)C=2N=CSC2C)C=C1 6-(2-(4-methoxyphenoxy)ethoxy)-3-(5-methylthiazol-4-yl)-2-(4-(trifluoromethyl)phenyl)-1H-inden-1-one